C(CCCCCCCCCCCCC\C=C/CCCCCCCC)(=O)OCCC propyl nervonate